N1(CCCCC1)C(=O)C=1C=NN2C1C=CC=C2C=2C=NC(=CC2)C2=NNC(O2)=S 1-piperidyl-[7-[6-(2-thioxo-3H-1,3,4-oxadiazol-5-yl)-3-pyridyl]pyrazolo[1,5-a]pyridin-3-yl]methanone